4-(2-aminoethyl)imidazolium NCCC=1[NH+]=CNC1